(4Z)-2-[[(1R)-2-hydroxy-1-phenyl-ethyl]amino]-4-[(1-methylindazol-5-yl)methylene]-1H-imidazol-5-one OC[C@@H](C1=CC=CC=C1)NC=1NC(/C(/N1)=C/C=1C=C2C=NN(C2=CC1)C)=O